2,4-difluorobenzamidine FC1=C(C(=N)N)C=CC(=C1)F